C(C1=CC=CC=C1)N1CCC(CC1)CCNC(=O)N1[C@H](CN(CC1)C1=NC=C(C=N1)C#N)CO (2R)-N-[2-(1-benzylpiperidin-4-yl)ethyl]-4-(5-cyanopyrimidin-2-yl)-2-(hydroxymethyl)piperazine-1-carboxamide